FC1=C(C(=CC(=C1)C1=CC=C(C=C1)C(C)(C)O)O)N1CC(NS1(=O)=O)=O 5-[2-fluoro-6-hydroxy-4-[4-(1-hydroxy-1-methyl-ethyl)phenyl]phenyl]-1,1-dioxo-1,2,5-thiadiazolidin-3-one